2-chloro-9,10-bis(n-butoxycarbonyloctyloxy)anthracene ClC1=CC2=C(C3=CC=CC=C3C(=C2C=C1)OCCCCCCCCC(=O)OCCCC)OCCCCCCCCC(=O)OCCCC